(S)-4-(4-(4-((2-((S)-3-carboxybutanoyl)-6-methoxybenzo[b]thiophen-5-yl)oxy)butyl)-6-methoxyisoindolin-2-yl)-2-methyl-4-oxobutanoic acid C(=O)(O)[C@H](CC(=O)C1=CC2=C(S1)C=C(C(=C2)OCCCCC2=C1CN(CC1=CC(=C2)OC)C(C[C@@H](C(=O)O)C)=O)OC)C